1-[4-[3-Chloro-4-[2-chloro-3-[6-methoxy-5-(methylaminomethyl)-2-pyridyl]phenyl]-2-pyridyl]-2-methoxy-phenyl]-N-methyl-methanamine ClC=1C(=NC=CC1C1=C(C(=CC=C1)C1=NC(=C(C=C1)CNC)OC)Cl)C1=CC(=C(C=C1)CNC)OC